FC(C1=CC=C(C=C1)C1=C2C=CC(=CC2=CC=C1)C(=O)NCC/C=C/C(=O)O)(F)F (E)-5-[[5-[4-(trifluoromethyl)phenyl]naphthalene-2-carbonyl]amino]pent-2-enoic acid